O\N=C/1\C(C=2C=3C(CCOC3C=CC2)C1)=O (E)-5-(Hydroxyimino)-3,3a,4,5-tetrahydrobenzo[de]chromen-6(2H)-one